C1(=CC(=CC=C1)C1=NN(C=C1)CC1CCN(CC1)C(=O)OCCCC)C1=CC=CC=C1 butyl 4-((3-([1,1'-biphenyl]-3-yl)-1H-pyrazol-1-yl)methyl)piperidine-1-carboxylate